ClC1=CC(=C(C=N1)C=1N(C=C(C1)C(F)(F)F)C(=O)OC(C)(C)C)OCC1=CC=C(C=C1)OC Tert-butyl 2-(6-chloro-4-((4-methoxybenzyl) oxy) pyridin-3-yl)-4-(trifluoromethyl)-1H-pyrrole-1-carboxylate